N-((3(s),4-dimethylpyrazole-1-yl)methyl)formamide CC1=NN(C=C1C)CNC=O